FC(CO)(C(C(F)(F)F)(F)F)F 2,2,3,3,4,4,4-heptafluoro-butan-1-ol